2-[(2-Phenylethyl)amino]ethan-1-ol C1(=CC=CC=C1)CCNCCO